O=C1NN=C(C2=CC=CC=C12)C1=CC2=C(NC(=N2)NC(C)=O)C=C1 N-(5-(4-oxo-3,4-dihydrophthalazin-1-yl)-1H-benzimidazol-2-yl)acetamide